O=C1NC(CCC1N1C(C2=C(C=C(C=C2C1)NC(C)=O)F)=O)=O N-(2-(2,6-dioxopiperidin-3-yl)-7-fluoro-1-oxoisoindolin-5-yl)acetamide